CC=1NC=CN1 2-Methylimidazole